C(C)(C)(C)OC(=O)N(C1=C(C=2C(=NC(=C(C2)C)C)N1C1=C(C(=CC=C1C)OC)C)C(=O)OCC1=CC=CC=C1)C(=O)OC(C)(C)C Benzyl (S)-2-(bis(t-butoxycarbonyl) amino)-1-(3-methoxy-2,6-dimethylphenyl)-5,6-dimethyl-1H-pyrrolo[2,3-b]pyridine-3-carboxylate